COC1=CC=C(C=C1)N1CCCC1 N-(4-methoxyphenyl)pyrrolidine